1-(3-trimethoxysilylpropylaminopropyl)-1,1-dimethoxy-3,3,5,5,7,7,9-heptavinyl-9,9-dimethylpentasiloxane CO[Si](CCCNCCC[Si](O[Si](O[Si](O[Si](O[Si](C)(C)C=C)(C=C)C=C)(C=C)C=C)(C=C)C=C)(OC)OC)(OC)OC